ClC1=NN2C(N=CC(=C2C(C)OC)NC(N)=O)=C1 3-(2-chloro-7-(1-methoxyethyl)pyrazolo[1,5-a]pyrimidin-6-yl)urea